C(C1=CC=CC=C1)OC1=CC=CC(=N1)C1=CCC(CC1)CC1=NC=2C(=NC(=CC2)C(=O)O)N1C[C@H]1OCC1 2-((4-(6-(benzyloxy)pyridin-2-yl)cyclohex-3-en-1-yl)methyl)-3-(((S)-oxetane-2-yl)methyl)-3H-imidazo[4,5-b]pyridine-5-carboxylic acid